C(#N)C(C)(C)C1=CC(=NC=C1)C(=O)NC1=CC(=C(C(=C1)C=1C=NC2=CC(=NC=C2C1)N(C)CC1=CC=C(C=C1)OC)C)F 4-(2-cyanoprop-2-yl)-N-(3-fluoro-5-(7-((4-methoxybenzyl)(methyl)amino)-1,6-naphthyridin-3-yl)-4-methylphenyl)pyridineamide